IC1=C(C=C(C=C1)C)C(F)(F)F 1-iodo-4-methyl-2-(trifluoromethyl)benzene